ClC1=C(C=CC(=C1)Cl)C1(CC1)C#N 1-(2,4-dichlorophenyl)cyclopropane-1-carbonitrile